S-(4-hydroxy-3,3-dimethylbutyl) ethanethioate C(C)(SCCC(CO)(C)C)=O